FC=1C=CC(=NC1)C(C)N1N=C(C2=C1N=C(NC2=O)C2C(CC2)C2=NC=CC=N2)C#N 1-(1-(5-fluoropyridin-2-yl)ethyl)-4-oxo-6-(2-(pyrimidin-2-yl)cyclobutyl)-4,5-dihydro-1H-pyrazolo[3,4-d]pyrimidine-3-carbonitrile